FC1=C(C=CC(=C1F)F)NC(=O)C=1COC2=C(C1)C=CC=C2 N-(2,3,4-trifluorophenyl)-2H-benzopyran-3-carboxamide